N1(CCCN(CCCN(CCCN(CCCN(CCC1)[2H])[2H])[2H])[2H])[2H].[Eu+2] europium (II) (1,5,9,13,17-2H5)-1,5,9,13,17-pentaazacycloeicosane